N1(CCOCC1)C(=O)C=1C=CC2=C(NC(=N2)C2=NNC3=CC=C(C=C23)C(=O)O)C1 3-(6-(morpholine-4-carbonyl)-1H-benzo[d]imidazol-2-yl)-1H-indazole-5-carboxylic acid